C([C@@H]1[C@H]([C@@H]([C@H](O1)OC[C@@H]2[C@H]([C@@H]([C@H](O2)OC[C@@H]3[C@H]([C@@H]([C@H](O3)OC[C@@H]4[C@H]([C@@H]([C@H](O4)OC[C@@H]5[C@H]([C@@H]([C@H](O5)O[C@H]6[C@H]([C@@H]([C@H](O[C@@H]6OC[C@@H]7[C@H]([C@@H]([C@@H]([C@H](O7)OC[C@@H]8[C@H]([C@@H]([C@@H](C(O8)O)O)O)O)O)O)O)CO)O)O)O)O)O)O)O)O)O)O)O)O)O The molecule is a linear octasaccharide consisting of a chain of five D-arabinofuranose and three D-mannopyranose residues linked sequentially alpha(1->5), alpha(1->5), alpha(1->5), alpha(1->5), alpha(1->2), alpha(1->6) and alpha(1->6).